C(C1=CC=CC=C1)OC=1C=CC(=C(C1)CC=O)Br 2-(5-(benzyloxy)-2-bromophenyl)acetaldehyde